2-(tert-butyl)-4-chloro-5-nitrophenol C(C)(C)(C)C1=C(C=C(C(=C1)Cl)[N+](=O)[O-])O